C(C)OC(CC(=O)OC1=CCC(C1)(C)C)=O Malonic acid 1-(4,4-dimethyl-1-cyclopenten-1-yl) ethyl ester